C(CCCCCCCCCCC)N dodecan-1-amine